BrC1=NN=C(S1)CN1C2(CC2)C(N(C1=O)CC1=C(C#N)C=CC=C1)=O 2-((4-((5-bromo-1,3,4-thiadiazol-2-yl)methyl)-5,7-dioxo-4,6-diazaspiro[2.4]heptan-6-yl)methyl)benzonitrile